3-amino-5-(5-bromo-1-tosyl-1H-pyrrolo[2,3-b]pyridin-3-yl)pyridin-2-ol NC=1C(=NC=C(C1)C1=CN(C2=NC=C(C=C21)Br)S(=O)(=O)C2=CC=C(C)C=C2)O